CN1C(NC(C=C1C)=O)=O 1,6-dimethyl-3H-pyrimidine-2,4-dione